NC1=CC=C(OC2=C(C=C(N)C=C2)CC(C)C)C=C1 4-(4-aminophenoxy)-3-isobutylaniline